[Si](C)(C)(C(C)(C)C)OC1CC=2N(C3=C(C1)C=C(C=C3)Cl)C(=NN2)[C@@H]2CC[C@H](CC2)OC2=NC=CC=C2 5-{[tert-Butyl(dimethyl)silyl]oxy}-8-chloro-1-[trans-4-(pyridin-2-yloxy)cyclohexyl]-5,6-dihydro-4H-[1,2,4]triazolo[4,3-a][1]benzazepin